4-methoxy-N-(2-(methylsulfonyl)ethyl)benzamide COC1=CC=C(C(=O)NCCS(=O)(=O)C)C=C1